N-[4-(3-cyanophenyl)-5-(2,6-dimethyl-4-pyridinyl)thiazol-2-yl]-3-oxo-2,8-diazaspiro[4.5]decane-8-carboxamide C(#N)C=1C=C(C=CC1)C=1N=C(SC1C1=CC(=NC(=C1)C)C)NC(=O)N1CCC2(CC(NC2)=O)CC1